C=C(C)C1=CC=C(C(=O)O)C=C1 4-(Prop-1-en-2-yl)benzoic acid